2-(hydroxymethyl)-2,3-dihydro-1H-indene-5,6-dicarboxylic acid OCC1CC2=CC(=C(C=C2C1)C(=O)O)C(=O)O